2-(5-(3-(5-(2-(3-(3-Ethoxy-3-oxopropyl)phenyl)-6-(methylamino)hexan-2-yl)-1H-imidazol-2-yl)-4-fluorophenoxy)-6-fluoro-1H-indol-4-yl)acetic acid C(C)OC(CCC=1C=C(C=CC1)C(C)(CCCCNC)C1=CN=C(N1)C=1C=C(OC=2C(=C3C=CNC3=CC2F)CC(=O)O)C=CC1F)=O